N(=[N+]=[N-])C[C@@H](CC1CC1)N(C(OC(C)(C)C)=O)C (R)-tert-butyl (1-azido-3-cyclopropylpropan-2-yl)(methyl)carbamate